1-(2-fluoro-5-methoxybenzyl)-3,4-dimethyl-2-oxo-N-(2,4,6-trifluorobenzyl)-1,2,3,4-tetrahydroquinazoline-7-carboxamide FC1=C(CN2C(N(C(C3=CC=C(C=C23)C(=O)NCC2=C(C=C(C=C2F)F)F)C)C)=O)C=C(C=C1)OC